ETHYL 3-METHYLPENTANOATE CC(CC(=O)OCC)CC